(3''-chloro-5''-(pyren-1-yl)-[1,1':3',1''-terphenyl]-4-yl)dimethylphosphine oxide ClC=1C=C(C=C(C1)C1=CC=C2C=CC3=CC=CC4=CC=C1C2=C34)C=3C=C(C=CC3)C3=CC=C(C=C3)P(C)(C)=O